ClC1=C(C(=O)ON=CCCC)C=C(C(=C1)F)N1C(N(C(N(C1=O)C)=S)C)=O butyraldehyde O-(2-chloro-5-(3,5-dimethyl-2,6-dioxo-4-thioxo-1,3,5-triazin-1-yl)-4-fluorobenzoyl) oxime